7-(5,6-dimethyl-1H-indazol-4-yl)-8-fluoro-2-(((2R,7aS)-2-fluorohexahydro-1H-pyrrolizin-7a-yl)methoxy)-4-(2,2,2-trifluoroethoxy)pyrido[4,3-d]pyrimidine CC=1C(=C2C=NNC2=CC1C)C1=C(C=2N=C(N=C(C2C=N1)OCC(F)(F)F)OC[C@]12CCCN2C[C@@H](C1)F)F